5-(benzyloxy)-3-(1-(difluoromethyl)-1H-pyrazol-4-yl)pyrazolo[1,5-a]pyrimidine C(C1=CC=CC=C1)OC1=NC=2N(C=C1)N=CC2C=2C=NN(C2)C(F)F